benzyl 4-(4-tert-butoxycarbonylpiperazin-1-yl)indoline-1-carboxylate C(C)(C)(C)OC(=O)N1CCN(CC1)C1=C2CCN(C2=CC=C1)C(=O)OCC1=CC=CC=C1